3-[1-(2,6-dichloro-3-fluoro-phenyl)-ethoxy]-5-[4-(4-methyl-[1,4]diazepane-1-sulfonyl)-phenyl]-pyridin-2-ylamine ClC1=C(C(=CC=C1F)Cl)C(C)OC=1C(=NC=C(C1)C1=CC=C(C=C1)S(=O)(=O)N1CCN(CCC1)C)N